2-bromo-1,3,5-trichlorobenzene BrC1=C(C=C(C=C1Cl)Cl)Cl